C(C1=CC=CC=C1)C1(C[C@@H]2[C@@H](CN(C2)C(=O)NC2=CC(=CC=C2)C#N)C1)O (3aR,5r,6aS)-5-benzyl-N-(3-cyanophenyl)-5-hydroxyhexahydrocyclopenta[c]pyrrole-2(1H)-carboxamide